ClC1=NC=C(C(=N1)NCC=1C=NN(C1)C)C(=O)N 2-chloro-4-[[(1-methyl-1H-pyrazol-4-yl)methyl]amino]pyrimidin-5-carboxamide